5-ethynyl-6-fluoro-4-[8-fluoro-2-{[(2R,7aS)-2-fluorotetrahydro-1H-pyrrolizin-7a(5H)-yl]methoxy}-4-(piperidin-1-yl)pyrido[4,3-d]pyrimidin-7-yl]naphthalen-2-amine C(#C)C1=C2C(=CC(=CC2=CC=C1F)N)C1=C(C=2N=C(N=C(C2C=N1)N1CCCCC1)OC[C@]12CCCN2C[C@@H](C1)F)F